1-(methyl-sulfonyl)piperidin-4-yl-5-(trifluoro-methyl)pyrimidin-2-amine CS(=O)(=O)N1CCC(CC1)C1=NC(=NC=C1C(F)(F)F)N